trans-methyl 4-(8-amino-1-bromoimidazo[1,5-a]pyrazin-3-yl)-1,4-dimethylcyclohexanecarboxylate NC=1C=2N(C=CN1)C(=NC2Br)C2(CCC(CC2)(C(=O)OC)C)C